C(C)O[Si](C=C)(C=C)OCC Diethoxydivinyl-silane